ClC1=NC(=C(C(=N1)NC1=C(C=C(C=C1)Cl)Cl)Cl)C 2,5-dichloro-N-(2,4-dichlorophenyl)-6-methylpyrimidin-4-amine